C(C)(C)(C)OC(NC1=C(C(=C(C=C1)F)C1N(CC=2N(C1)C=NC2C=2N(C=CN2)COCC[Si](C)(C)C)C)F)=O tert-butyl-N-[2,4-difluoro-3-[7-methyl-1-(1-[[2-(trimethylsilyl)ethoxy]methyl] imidazol-2-yl)-5H,6H,8H-imidazo[1,5-a]pyrazin-6-yl]phenyl]carbamate